COC(C1=C(C(=C(C(=C1)C=C)F)F)NC1=C(C=C(C(=C1)Cl)I)F)=O 2-((5-chloro-2-fluoro-4-iodophenyl)amino)-3,4-difluoro-5-vinylbenzoic acid methyl ester